C1(CC1)C1=CC(=NN1)NC(C(C)C=1C=NN(C1)C=1SC=C(N1)C(F)F)=O N-(5-cyclopropyl-1H-pyrazol-3-yl)-2-{1-[4-(difluoromethyl)-1,3-thiazol-2-yl]-1H-pyrazol-4-yl}propanamide